(2S,3S,4R,5R)-3,4-dihydroxyl-N-meth-yl-5-(6-(((4-methylpyridin-2-yl)meth-yl)amino)-2-(5-methylpyridin-3-yl)-9H-purin-9-yl)tetrahydrothiophen-2-formamide 1,1-dioxide O[C@@H]1[C@H](S([C@H]([C@@H]1O)N1C2=NC(=NC(=C2N=C1)NCC1=NC=CC(=C1)C)C=1C=NC=C(C1)C)(=O)=O)C(=O)NC